4-isopropylbenzoic acid (2-methacryloyloxyethyl) ester C(C(=C)C)(=O)OCCOC(C1=CC=C(C=C1)C(C)C)=O